BrC=1C(=NC=CN1)C1=CC(=C(C#N)C=C1)OC 4-(3-bromopyrazin-2-yl)-2-methoxy-benzonitrile